C1(=C(C=CC=C1)NC1=NN=C2N1C=CC=C2)C N-(o-tolyl)-[1,2,4]triazolo[4,3-a]pyridin-3-amine